CC(CN1N=NC(=C1)C1=CC=C(C=C1)C(=O)N1CCN(CC1)C=1OC=2C(=NC(=CC2)F)N1)(C)C [4-[1-(2,2-dimethylpropyl)triazol-4-yl]phenyl]-[4-(5-fluorooxazolo[4,5-b]pyridin-2-yl)piperazin-1-yl]methanone